ON(C(=O)N)[C@H](C)C1=CC2=C(S1)C=CC=C2 |r| (±)-N-hydroxy-N-(1-benzo[b]thien-2-ylethyl)urea